tert-Butyl 4-[2-[2-(2,6-dioxo-3-piperidyl)-1,3-dioxo-isoindolin-4-yl]oxyethyl]piperazine-1-carboxylate O=C1NC(CCC1N1C(C2=CC=CC(=C2C1=O)OCCN1CCN(CC1)C(=O)OC(C)(C)C)=O)=O